methyl 6-bromo-6-(3-bromophenyl)-2,2-dimethylhexanoate BrC(CCCC(C(=O)OC)(C)C)C1=CC(=CC=C1)Br